(4-phenylphenyl)methanol C1(=CC=CC=C1)C1=CC=C(C=C1)CO